FC=1C=C2C(=CNC2=C(C1)P(C)(C)=O)C1=NC(=NC=C1C(F)(F)F)OCC(F)(F)F (5-fluoro-3-(2-(2,2,2-trifluoroethoxy)-5-(trifluoromethyl)pyrimidin-4-yl)-1H-Indol-7-yl)dimethylphosphine oxide